6-benzyl-5-oxo-N-(pyridin-2-ylmethyl)-5,6-dihydro-1,6-naphthyridine-3-carboxamide C(C1=CC=CC=C1)N1C(C=2C=C(C=NC2C=C1)C(=O)NCC1=NC=CC=C1)=O